NC1(CCN(CC1)C1=NC(=C2C(=N1)NN=C2C2=C(C1=C(N(N=C1C=C2)C)Cl)Cl)C(=O)N)CC(F)F 6-(4-amino-4-(2,2-difluoroethyl)piperidine-1-yl)-3-(3,4-dichloro-2-methyl-2H-indazol-5-yl)-1H-pyrazolo[3,4-d]pyrimidine-4-carboxamide